2-(1-cyclohexyl-ethoxy)-N-(2,6-dimethylphenyl)-5-fluorobenzamide C1(CCCCC1)C(C)OC1=C(C(=O)NC2=C(C=CC=C2C)C)C=C(C=C1)F